NC1=CC(=C2N(CCCCCCC(C3=NN=C(C1=N2)O3)(O)C3CC3)C)C(F)(F)F 17-Amino-6-cyclopropyl-13-methyl-15-(trifluoromethyl)-19-oxa-3,4,13,18-tetrazatricyclo[12.3.1.12,5]nonadeca-1(18),2,4,14,16-pentaen-6-ol